3-bromo-6,8-dihydro-5H-imidazo[1,5-a]pyrazine-7-carboxylic acid tert-butyl ester C(C)(C)(C)OC(=O)N1CC=2N(CC1)C(=NC2)Br